C(C1=CC=CC=C1)(=O)ON=C(C)C(CCCCC)=O octanedione-2-(O-benzoyloxime)